ClC=1C(=C(C=CC1)NN1C(=CC=2C(NCCC21)=O)C2=CC=NC1=CC(=C(N=C21)OCCN(C)C)OC)OC [(3-chloro-2-methoxyphenyl)amino]-2-{6-[2-(dimethylamino)ethoxy]-7-methoxy-1,5-naphthyridin-4-yl}-1H,5H,6H,7H-pyrrolo[3,2-c]pyridin-4-one